C(#N)N1C[C@]2(CC2C1)NC(=O)C1=NNC(=C1)C1=C(C=NC=C1)OC1=CC=CC=C1 N-((1R)-3-Cyano-3-azabicyclo[3.1.0]hexan-1-yl)-5-(3-phenoxypyridin-4-yl)-1H-pyrazol-3-carboxamid